ClC1=C(C=C(OCC(=O)NC23CC(C2)(C3)NC(COC3=CC=C2C=NNC2=C3)=O)C=C1)F 2-(4-chloro-3-fluorophenoxy)-N-(3-{2-[(1H-indazol-6-yl)oxy]acetylamino}-bicyclo[1.1.1]pentan-1-yl)acetamide